1-(2-fluoroethyl)-3-(4-(2-(4-methoxyphenyl)propan-2-yl)thiazol-2-yl)urea FCCNC(=O)NC=1SC=C(N1)C(C)(C)C1=CC=C(C=C1)OC